4-tert-BUTYL CYCLOHEXYL acetate CC(=O)OC1CCC(CC1)C(C)(C)C